(1S,2S)-2-(Methylamino)cyclohexyl (8-amino-7-fluoro-6-(8-methyl-2,3-dihydro-1H-pyrido[2,3-b][1,4]oxazin-7-yl)isoquinolin-3-yl)carbamate NC=1C(=C(C=C2C=C(N=CC12)NC(O[C@@H]1[C@H](CCCC1)NC)=O)C1=C(C2=C(OCCN2)N=C1)C)F